(5-n-octylsulfonyloxyimino-5H-thiophen-2-ylidene)(2-methylphenyl)acetonitrile C(CCCCCCC)S(=O)(=O)ON=C1C=CC(S1)=C(C#N)C1=C(C=CC=C1)C